4-{5-{[(3R)-1-ethylpiperidin-3-yl]methoxy}-8-[2-(hydroxymethyl)-4-methylphenyl]imidazo[1,2-c]pyrimidin-7-yl}benzonitrile C(C)N1C[C@@H](CCC1)COC1=NC(=C(C=2N1C=CN2)C2=C(C=C(C=C2)C)CO)C2=CC=C(C#N)C=C2